Butyl 2-{[(N,N-dimethyl-beta-alanyl)oxy]methyl}-3-[(3-pentyloctanoyl)oxy]-2-{[(3-pentyloctanoyl)oxy]methyl}propyl hexanedioate C(CCCCC(=O)OCC(COC(CC(CCCCC)CCCCC)=O)(COC(CC(CCCCC)CCCCC)=O)COC(CCN(C)C)=O)(=O)OCCCC